NS(=NC(CC1=C(C=C(C=C1C(C)C)C=1C=C2CCOCC2=CC1)C(C)C)=O)(=O)C1=CN=C(S1)C(C)(C)O N-(amino(2-(2-hydroxypropan-2-yl)thiazol-5-yl)(oxo)-λ6-sulfaneylidene)-2-(4-(isochroman-6-yl)-2,6-diisopropylphenyl)acetamide